FC1(COC1)CC(CO)NC(OC(C)(C)C)=O tert-butyl (1-(3-fluorooxetan-3-yl)-3-hydroxypropan-2-yl)carbamate